[4-(methylthio)phenyl] phenyl ketone C1(=CC=CC=C1)C(=O)C1=CC=C(C=C1)SC